N(C1=CC=CC=C1)C1=NC(=NC=C1C)NC=1C=C(C(=C(C(=O)OC)C1)Br)C methyl 5-[(4-anilino-5-methyl-pyrimidin-2-yl)amino]-2-bromo-3-methyl-benzoate